4-[2-(trifluoromethyl)-4-pyridinyl]phenol FC(C1=NC=CC(=C1)C1=CC=C(C=C1)O)(F)F